Hydroxymethylvinylidene diacetate C(C)(=O)OC(=CCO)OC(C)=O